3-Carboxy-5-trimethylsilylbenzaldehyde C(=O)(O)C=1C=C(C=O)C=C(C1)[Si](C)(C)C